5-(4-butoxybenzoyl)-3-(1-(3-pentyl)piperidin-4-yl)-1H-indole C(CCC)OC1=CC=C(C(=O)C=2C=C3C(=CNC3=CC2)C2CCN(CC2)C(CC)CC)C=C1